C(C)N[C@@H]1CCNC1 (2S,4R)-4-(ethylamino)pyrrolidine